N-(4-{[6-(5-chloro-2-fluorophenyl)-3-[2-(4-methylpiperazin-1-yl)ethoxy]pyridazin-4-yl]amino}pyridin-2-yl)cyclopropanecarboxamide ClC=1C=CC(=C(C1)C1=CC(=C(N=N1)OCCN1CCN(CC1)C)NC1=CC(=NC=C1)NC(=O)C1CC1)F